C[Si](C1C=CC2=CC=3CCCC3C=C12)(C1C=C(C2=CC=3CCCC3C=C12)C(C)CCC)C Dimethyl-(3-(pentan-2-yl)-1,5,6,7-tetrahydro-s-indacen-1-yl)(1,5,6,7-tetrahydro-s-indacen-1-yl)silane